1H-pyrazolo[4,3-c]Pyridine-6-carboxamide N1N=CC=2C=NC(=CC21)C(=O)N